CN(C(NCCCCN(CCCCCCS(=O)(=O)N(CCCCCC)CCCCCCCC)CCCCCCS(=O)(=O)N(CCCCCCCC)CCCCCC)=S)C 6,6'-((4-(3,3-dimethylthioureido)butyl)azanediyl)bis(N-hexyl-N-octylhexane-1-sulfonamide)